perfluorohexadecyl-trioctyl-ammonium FC(C(C(C(C(C(C(C(F)(F)F)(F)F)(F)F)(F)F)(F)F)(F)F)(F)F)([N+](C(C(C(C(C(C(C(C(F)(F)F)(F)F)(F)F)(F)F)(F)F)(F)F)(F)F)(F)F)(C(C(C(C(C(C(C(C(F)(F)F)(F)F)(F)F)(F)F)(F)F)(F)F)(F)F)(F)F)C(C(C(C(C(C(C(C(C(C(C(C(C(C(C(C(F)(F)F)(F)F)(F)F)(F)F)(F)F)(F)F)(F)F)(F)F)(F)F)(F)F)(F)F)(F)F)(F)F)(F)F)(F)F)(F)F)F